[(3S,5S)-3-amino-5-methyl-1-piperidinyl]-1-cyclopropyl-1,4-dihydro-8-methoxy-4-oxo-3-quinolinecarboxylic acid N[C@@H]1CN(C[C@H](C1)C)C=1N(C2=C(C=CC=C2C(C1C(=O)O)=O)OC)C1CC1